5-bromo-7-iodo-1,3-dimethylquinoxalin-2(1H)-one BrC1=C2N=C(C(N(C2=CC(=C1)I)C)=O)C